C1(=CC=C(C=C1)C12CN(CC2C1)C(=O)C1CC2(C1)NC(OC2)=O)C (rac)-(2s,4s)-2-(1-(p-Tolyl)-3-azabicyclo[3.1.0]hexane-3-carbonyl)-7-oxa-5-azaspiro[3.4]octan-6-one